CC=1C=C(C(=O)OC2=CC(=CC(=C2)C=NC(CC2=CC=C(C=C2)OC(C(C)C)=O)C(COC)=O)Br)C=CC1 3-bromo-5-((1-(4-(isobutyryloxy)phenyl)-4-methoxy-3-oxobutan-2-ylimino)methyl)phenyl 3-methylbenzoate